11-hexadecene-3-one CCC(CCCCCCCC=CCCCC)=O